CNC1=NC(=NC(=N1)NCC#C)NCC#C N-Methyl-N',N''-di-prop-2-ynyl-[1,3,5]triazine-2,4,6-triamine